2-((E)-3-(4-hydroxy-3-methoxyphenyl)allyl)-6-hydroxybenzofuran-3(2H)-one OC1=C(C=C(C=C1)/C=C/CC1OC2=C(C1=O)C=CC(=C2)O)OC